N-{[4-(7-cyano-1H-indazol-6-yl)phenyl]methyl}-2-methoxybenzamide C(#N)C=1C(=CC=C2C=NNC12)C1=CC=C(C=C1)CNC(C1=C(C=CC=C1)OC)=O